(1s,3s)-3-(thiazolo[4,5-c]pyridin-4-yl)cyclobutyl ((7-chloro-2-(2,6-dioxopiperidin-3-yl)-4-fluoro-3-oxoisoindolin-5-yl)methyl)carbamate ClC=1C=C(C(=C2C(N(CC12)[C@@H]1C(NC(CC1)=O)=O)=O)F)CNC(OC1CC(C1)C1=NC=CC2=C1N=CS2)=O